2-methyl-{1-[3-(1-methyl-1H-pyrazol-4-yl)phenyl]ethyl}pyrimidin-4-amine CC1=NC=C(C(=N1)N)C(C)C1=CC(=CC=C1)C=1C=NN(C1)C